pyrazolo[1,5-a]pyridine-6-sulfonyl fluoride N1=CC=C2N1C=C(C=C2)S(=O)(=O)F